(S)-2-amino-N-(3-(4-chlorobenzoyl)-4,5-dimethylthiophen-2-yl)propanamide N[C@H](C(=O)NC=1SC(=C(C1C(C1=CC=C(C=C1)Cl)=O)C)C)C